N1C=C(C2=CC=CC=C12)C[C@H]1N(CCC2=CC(=C(C=C12)OCC)OC)C=O (R)-1-((1H-indol-3-yl)methyl)-7-ethoxy-6-methoxy-3,4-dihydroisoquinoline-2(1H)-formaldehyde